C1N(CCC2=CC=CC=C12)C[C@H](CN1CCN(C2=C(C1=O)C=CC(=C2)OC2CCN(CC2)C2COCC2)C)O 4-[(2R)-3-(3,4-dihydro-1H-isoquinolin-2-yl)-2-hydroxy-propyl]-1-methyl-8-[(1-tetrahydrofuran-3-yl-4-piperidyl)oxy]-2,3-dihydro-1,4-benzodiazepin-5-one